(E)-Methyl 3-cyclopentyl-3-(4-(7-((2-(trimethylsilyl)ethoxy)methyl)-7H-pyrrolo[2,3-d]pyrimidin-4-yl)-1H-pyrazol-1-yl)acrylate C1(CCCC1)\C(=C/C(=O)OC)\N1N=CC(=C1)C=1C2=C(N=CN1)N(C=C2)COCC[Si](C)(C)C